Cl.N[C@H](COC1=NOC(=C1C1=CC=2N(C=C1)N=C(C2)NC(=O)C2CC2)C)C2=NC=CC=C2 (S)-N-(5-(3-(2-amino-2-(pyridin-2-yl)ethoxy)-5-methylisoxazol-4-yl)pyrazolo[1,5-a]pyridin-2-yl)cyclopropanecarboxamide hydrochloride